2-(2-Aminopyrimidin-4-yl)-N-(2,2-dimethyl-6-(pyridin-4-yl)-2,3-dihydrobenzofuran-5-yl)oxazole-4-carboxylic acid amide NC1=NC=CC(=N1)C=1OC=C(N1)C(=O)NC=1C(=CC2=C(CC(O2)(C)C)C1)C1=CC=NC=C1